O=C1NC2=C(OC1)C=C(C=C2)C(=O)OC methyl 3-oxo-3,4-dihydro-2H-benzo[b][1,4]oxazine-7-carboxylate